3,3,3-trifluoropropylene carbonate C1(OCC(C(F)(F)F)O1)=O